(2R,2'R)-disulfane SS